OCC1=NN(C2=C1CN(CC2)C(=O)OC(C)(C)C)C2=CC=C(C=C2)C(C)C tert-butyl 3-(hydroxymethyl)-1-(4-isopropylphenyl)-1,4,6,7-tetrahydro-5H-pyrazolo[4,3-c]pyridine-5-carboxylate